FC(C(=O)O)(F)F.COC=1C=CC=2C[C@@H]3[C@@H]4CCC(C[C@@]4(C2C1)CCN3CCOC)=O 3-methoxy-17-(2-methoxyethyl)morphinan-6-one trifluoroacetic acid salt